tert-butyl (1-(((1r,4r)-4-((5-chloro-4-(5-(cyclopropylmethyl)-1-methyl-1H-pyrazol-4-yl)pyrimidin-2-yl)amino)cyclohexyl)amino)-2-oxo-6,9,12-trioxa-3-azatetradecan-14-yl)carbamate ClC=1C(=NC(=NC1)NC1CCC(CC1)NCC(NCCOCCOCCOCCNC(OC(C)(C)C)=O)=O)C=1C=NN(C1CC1CC1)C